C(C)(=O)O[C@H]1[C@@H](O[C@@H]([C@H]1O)CO)N1C=NC=2C(N)=NC=NC12 2'-O-acetyladenosine